tert-butyl 1-(3-(2-(2,6-dioxopiperidin-3-yl)-1-oxoisoindolin-4-yl)propanoyl)piperidine-4-carboxylate O=C1NC(CCC1N1C(C2=CC=CC(=C2C1)CCC(=O)N1CCC(CC1)C(=O)OC(C)(C)C)=O)=O